C(C(CCCN)N)N 1,2,5-pentanetriamine